Methyl para-hydroxybenzoate propyl-p-hydroxybenzoate C(CC)OC(C1=CC=C(C=C1)O)=O.OC1=CC=C(C(=O)OC)C=C1